N-(3-chlorobenzylidene)-2,4-dichloro-benzenamine ClC=1C=C(C=NC2=C(C=C(C=C2)Cl)Cl)C=CC1